(R)-1-(3-(pyrrolidin-1-yl)propyl)-6-(2,3,5,6-tetrafluorophenyl)-2,5,6,7-tetrahydro-3H-pyrrolo[1,2-c]imidazole-3-thione N1(CCCC1)CCCC1=C2N(C(N1)=S)C[C@H](C2)C2=C(C(=CC(=C2F)F)F)F